ClC=1C(=NC(=CC1)C(=C)OCC)C=1N=NN(N1)CC1=C(C=CC(=C1)OC(F)(F)F)F 3-chloro-6-(1-ethoxyvinyl)-2-(2-(2-fluoro-5-(trifluoromethoxy)benzyl)-2H-tetrazol-5-yl)pyridine